(1R,3S)-3-((R)-7-(4-chloro-3-(trifluoromethyl)benzoyl)-2-(isopropylamino)-6-methyl-4-oxo-5,6,7,8-tetrahydropyrido[3,4-d]pyrimidin-3(4H)-yl)-N-methylcyclopentanecarboxamide ClC1=C(C=C(C(=O)N2CC=3N=C(N(C(C3C[C@H]2C)=O)[C@@H]2C[C@@H](CC2)C(=O)NC)NC(C)C)C=C1)C(F)(F)F